(2S,3R)-3-((2-aminopyridin-4-yl)methyl)-N2-(1-methyl-1H-pyrazol-3-yl)-N1-((R)-1-(6-methylpyridin-3-yl)propyl)-N2-methyl-4-oxoazetidine-1,2-dicarboxamide NC1=NC=CC(=C1)C[C@@H]1[C@H](N(C1=O)C(=O)N[C@H](CC)C=1C=NC(=CC1)C)C(=O)N(C)C1=NN(C=C1)C